4-chloro-2-(4-[2-[(dimethylamino)methyl]-1-methyl-1H-imidazol-5-yl]phenoxy)benzaldehyde ClC1=CC(=C(C=O)C=C1)OC1=CC=C(C=C1)C1=CN=C(N1C)CN(C)C